6-(piperidin-4-yl)pyridin N1CCC(CC1)C1=CC=CC=N1